ClC1=CC(=NC=C1F)F 4-chloro-2,5-difluoro-pyridine